C=1C=CC(N2CCCCC12)=O 6,7,8,9-tetrahydro-4H-quinolizin-4-one